(2R,3S)-N,3-dimethoxy-N,2-dimethylvaleramide CON(C([C@@H]([C@H](CC)OC)C)=O)C